Tert-Butyl ((S)-(7-((S*)-1-amino-2-cyanoethyl)imidazo[1,2-b]pyridazin-2-yl)(4,4-difluorocyclohexyl)methyl)carbamate N[C@@H](CC#N)C1=CC=2N(N=C1)C=C(N2)[C@H](C2CCC(CC2)(F)F)NC(OC(C)(C)C)=O |o1:1|